C(C)(C)(C)OC(=O)N1CC(CC1)C1=NC(=C(C=C1)N)OC 3-(5-amino-6-methoxypyridin-2-yl)pyrrolidine-1-carboxylic acid tert-butyl ester